ClC1=CC=C(C=C1)C=1N(C(N(C1)CC1=NC(=NN1C1=CC(=CC=C1)F)[C@H](C)O)=O)C[C@@H](C(F)(F)F)O 4-(4-chlorophenyl)-1-((1-(3-fluorophenyl)-3-((S)-1-hydroxyethyl)-1H-1,2,4-triazol-5-yl)methyl)-3-((S)-3,3,3-trifluoro-2-hydroxypropyl)-1,3-dihydro-2H-imidazol-2-one